4-(6-mercaptohexyloxy)benzoate SCCCCCCOC1=CC=C(C(=O)[O-])C=C1